[2-[(1R,5S)-3-oxa-8-azabicyclo[3.2.1]oct-8-yl]-6-quinolinyl]methanol [C@H]12COC[C@H](CC1)N2C2=NC1=CC=C(C=C1C=C2)CO